OC(C)(C)C=1C(=CC=2N(N1)C(=CN2)C2=CC=CC(=N2)N[C@H]2CN(CCC2)C(=O)OC(C)(C)C)OC (R)-tert-butyl 3-((6-(6-(2-hydroxypropan-2-yl)-7-methoxyimidazo[1,2-b]pyridazin-3-yl)pyridin-2-yl)amino)piperidine-1-carboxylate